4-fluorophenyl 4-(bis(4H-benzo[d][1,3]dioxin-6-yl)methyl)piperazine-1-carboxylate O1COCC2=C1C=CC(=C2)C(N2CCN(CC2)C(=O)OC2=CC=C(C=C2)F)C2=CC1=C(OCOC1)C=C2